C(CCCC)C1=CC=C(/C=C/C2=C(C(=O)O)C=CC=C2)C=C1 (E)-2-(4-pentylstyryl)benzoic acid